FC1(C(NC([NH2+]1)(F)F)(F)F)F hexafluoro-1-imidazolium